[Ir].C1(=CC=C2C=CC3=CC=CC4=CC=C1C2=C34)NC(=O)C3=NC=CC=C3 N-(pyrene-1-yl)pyridine-2-amide iridium